C(CC)(=O)O[C@@H](C=O)[C@@H](OC(CC)=O)[C@H](OC(CC)=O)[C@H](OC(CC)=O)COC(CC)=O glucose pentapropionate